C(C1=CC=CC=C1)OC=1C=C2CCC(=C(C2=CC1)C1=C(C=C(C=C1)N1CCC2(CC(CO2)C(OC)OC)CC1)OC)Br 8-(4-(6-(benzyloxy)-2-bromo-3,4-dihydronaphthalen-1-yl)-3-methoxyphenyl)-3-(dimethoxymethyl)-1-oxa-8-azaspiro[4.5]decane